CN1N=CC2=CC=CC(=C12)NS(=O)(=O)C=1C=NN(C1)C1=NC=CC(=C1)C1(CC(C1)(F)F)F N-(1-METHYL-1H-INDAZOL-7-YL)-1-(4-(1,3,3-TRIFLUOROCYCLOBUTYL)PYRIDIN-2-YL)-1H-PYRAZOLE-4-SULFONAMIDE